5-chloro-6-carbamoyl-1-(4-fluorophenyl)-2-oxo-1,2-dihydropyridine-3-carboxylic acid ethyl ester C(C)OC(=O)C=1C(N(C(=C(C1)Cl)C(N)=O)C1=CC=C(C=C1)F)=O